CC1COC2CCCCC2C2CCC(OCC3[C@]4(CCN3C1)NCCOC4)CC2 (1s,3S,16R,19s)-10'-methyl-8',18'-dioxa-12'-azaspiro[morpholine-3,15'-tetracyclo[17.2.2.02,7.012,16]tricosane]